5-(2,2-difluoroethoxy)pyridin-3-amine FC(COC=1C=C(C=NC1)N)F